pentyl-(1,1'-bicyclohexane)-4-one C(CCCC)C1(CCC(CC1)=O)C1CCCCC1